C(C1=CC=CC=C1)OC1=NC(=CC=C1C1=CC(=C(C=C1)C=1CCN(CC1)C(=O)[O-])F)OCC1=CC=CC=C1 4-(4-(2,6-bis(benzyloxy)pyridin-3-yl)-2-fluorophenyl)-3,6-dihydropyridine-1(2H)-carboxylate